2-(methylthio)-4,6-bis(thien-2-yl)pyrimidine CSC1=NC(=CC(=N1)C=1SC=CC1)C=1SC=CC1